FC=1C=C(C=C(C1)F)C1CC=NN1C(=O)C1CCN(CC1)C1=NC=CC(=C1)C1=C(C=CC(=C1)OC1CCOCC1)C (5-(3,5-difluorophenyl)-4,5-dihydro-1H-pyrazol-1-yl)(1-(4-(2-methyl-5-((tetrahydro-2H-pyran-4-yl)oxy)phenyl)pyridin-2-yl)piperidin-4-yl)methanone